C[C@H]1[C@@H](C[C@H]([C@@H](O1)OCCCCCCCCCCCCCCCCCC(=O)SCCNC(=O)CCNC(=O)[C@@H](C(C)(C)COP(=O)(O)OP(=O)(O)OC[C@@H]2[C@H]([C@H]([C@@H](O2)N3C=NC4=C(N=CN=C43)N)O)OP(=O)(O)O)O)O)O The molecule is an acyl-CoA that results from the formal condensation of the thiol group of coenzyme A with the carboxy group of oscr#32. It derives from an oscr#32. It is a conjugate acid of an oscr#32-CoA(4-).